8-(3-((2-((2-ethyl-4-(4-methylpiperazin-1-yl)phenyl)amino)-5-(trifluoromethyl)pyrimidin-4-yl)amino)propyl)-5-oxa-8-azaspiro[2.6]nonan-9-one C(C)C1=C(C=CC(=C1)N1CCN(CC1)C)NC1=NC=C(C(=N1)NCCCN1CCOCC2(CC2)C1=O)C(F)(F)F